(R)-N-(2-(4-(diethylamino)piperidin-1-yl)-4-methoxy-5-((6-(3-(3-phenoxyphenyl)isoxazolidin-2-yl)pyrimidin-4-yl)amino)phenyl)acrylamide C(C)N(C1CCN(CC1)C1=C(C=C(C(=C1)OC)NC1=NC=NC(=C1)N1OCC[C@@H]1C1=CC(=CC=C1)OC1=CC=CC=C1)NC(C=C)=O)CC